(R)-3-Fluoro-N-methyl-N-(4-oxo-4,5,8,9-tetrahydro-6H-pyrano[3,4-b]thieno[3,4-d]pyridin-9-yl)-4-(trifluoromethyl)benzamide FC=1C=C(C(=O)N([C@H]2COCC=3NC(C=4C(C32)=CSC4)=O)C)C=CC1C(F)(F)F